C1(=CC=CC=C1)C1=C(C2=C(SC3=C2C=CC=C3)C=C1)C1=NN=NC(=C1C1=C(C(=CC=3C2=CC=CC=C2CC13)C)C)C1=C(C=CC=C1)C1=CC=CC=C1 (Phenyl)[(biphenylyl)(dimethylfluorenyl)triazinyl]Dibenzothiophene